CS(=O)(=O)NC methanesulfonyl-Methylamine